FC=1C=C2C=CC(=NC2=CC1F)C(=O)N[C@H]1CO[C@@H](CC1)C=1OC(=NN1)C1(CCC1)OC(F)(F)F 6,7-difluoro-N-((3R,6S)-6-(5-(3-cis-(trifluoromethoxy)cyclobutyl)-1,3,4-oxadiazol-2-yl)tetrahydro-2H-pyran-3-yl)quinoline-2-carboxamide